O1C=C(C2=C1C=CC=C2)CC(NS(=O)(=O)C=2C=CC=C1C=CC=NC21)B(O)O 2-(benzofuran-3-yl)-1-quinoline-8-sulfonylaminoethylboronic acid